C1(CC1)C=1N=C(C(=NC1C1=CC=CC=2N(C=NC21)C)C(=O)N)NC2=CC=C(C=C2)N2CCOCC2 5-Cyclopropyl-6-(1-methylbenzimidazol-4-yl)-3-(4-morpholinoanilino)pyrazine-2-carboxamide